10H-Phenothiazine-10-ethanaminium C1=CC=CC=2SC3=CC=CC=C3N(C12)CC[NH3+]